COC1=CC=C(C=C1)[C@H](C)N[C@H]1[C@H](CCC=2C=CC=NC12)CCCO 3-((7R,8S)-8-(((S)-1-(4-methoxyphenyl)ethyl)amino)-5,6,7,8-tetrahydroquinolin-7-yl)propan-1-ol